6-[6-oxo-2-[[rac-(1R,2R)-1-amino-4-chloro-2,3-dihydro-1H-inden-2-yl]methylamino]-5-oxa-7-azaspiro[3.4]octan-7-yl]-4H-pyrido[3,2-b][1,4]oxazin-3-one O=C1OC2(CC(C2)NC[C@@H]2[C@H](C3=CC=CC(=C3C2)Cl)N)CN1C=1C=CC=2OCC(NC2N1)=O |r|